NCC1CCN(CC1)S(=O)(=O)N 4-(aminomethyl)piperidine-1-sulfonamide